(3Z)-13,13-diethoxy-3-tridecen-1-ol C(C)OC(CCCCCCCC\C=C/CCO)OCC